[I-].CN1CN(C=C1)C1=CC=CC=C1 1-methyl-3-phenylimidazole iodide